(3,4-Dimethoxyphenyl)-1-(2-methoxy-4-(piperidin-1-yl)phenyl)propan-1-one tert-Butyl-N-[3-(bromomethyl)phenyl]carbamate C(C)(C)(C)OC(NC1=CC(=CC=C1)CBr)=O.COC=1C=C(C=CC1OC)C(C(=O)C1=C(C=C(C=C1)N1CCCCC1)OC)C